[N+](=O)([O-])C1=CC2=C(N=C(S2)NCC(=O)NCCCCC)C=C1 2-[(6-nitro-2-benzo[d]thiazolyl)amino]-N-pentylacetamide